Br.CN1CCN(CC1)C1=CC=C(C(=O)NC2=NNC3=CC(=CC=C23)OCCOCC2=CC=C(C=C2)C(F)(F)F)C=C1 4-(4-methyl-piperazin-1-yl)-N-{6-[2-(4-trifluoromethyl-benzyloxy)-ethoxy]-1H-indazol-3-yl}-benzamide hydrobromide salt